4-((1-(4-(2-(2-aminopyridin-3-yl)-5-phenyl-3H-imidazo[4,5-b]pyridin-3-yl)benzyl)piperidin-4-yl)amino)picolinonitrile NC1=NC=CC=C1C1=NC=2C(=NC(=CC2)C2=CC=CC=C2)N1C1=CC=C(CN2CCC(CC2)NC2=CC(=NC=C2)C#N)C=C1